CC(C[C@@H](C(=O)N[C@H](C(=O)N[C@H](C(=O)[C@@]1(OC1)C)CC(C)C)CC1=CC=CC=C1)NC[C@H](CCC1=CC=CC=C1)NC(CN1CCOCC1)=O)C (S)-4-methyl-N-((S)-1-(((S)-4-methyl-1-((R)-2-methyloxiran-2-yl)-1-oxopent-2-yl)amino)-1-oxo-3-phenylpropan-2-yl)-2-((S)-2-(2-morpholinoacetylamino)-4-phenylbutylamino)-pentanamide